OC1=C(C(=O)[O-])C=CC=C1.OCC[NH+](CCO)CCO tri(2-hydroxyethyl)ammonium 2-hydroxybenzoate